ClC1=CC=C(C=N1)CN1C=CC=C2C1=NC(N(C2=O)C2=CC(=C(C=C2)OC)OC(F)(F)F)=O 8-((6-chloropyridin-3-yl)methyl)-3-(4-methoxy-3-(trifluoromethoxy)phenyl)pyrido[2,3-d]pyrimidine-2,4(3H,8H)-dione